(Z)-methyl 3-(((4-((3-(dimethylamino)-3-oxopropyl) (methyl) amino) phenyl) amino) (phenyl) methylene)-2-oxo-2,3-dihydro-1H-pyrrolo[2,3-b]pyridine-6-carboxylate CN(C(CCN(C1=CC=C(C=C1)N\C(=C\1/C(NC2=NC(=CC=C21)C(=O)OC)=O)\C2=CC=CC=C2)C)=O)C